cyclobutane-1,1-dicarboxamide C1(CCC1)(C(=O)N)C(=O)N